6-(1-methylpyrazol-4-yl)-3-(2-thienyl)imidazo[1,2-b]pyridazine CN1N=CC(=C1)C=1C=CC=2N(N1)C(=CN2)C=2SC=CC2